7-[dimethyl(oxo)-λ5-phosphoranyl]-3-(2-{[(1S)-3-(4-fluoro-2,7-diazaoct-2-yl)cyclopentyl]amino}-5-(trifluoromethyl)pyrimidin-4-yl)-1H-indole-6-carboxylic acid CP(C=1C(=CC=C2C(=CNC12)C1=NC(=NC=C1C(F)(F)F)N[C@@H]1CC(CC1)N(C)CC(CCNC)F)C(=O)O)(=O)C